C(C)(C)(C)N1N=CC=C1 tert-butyl-2H-pyrazole